[O+2].[Na+].P(=O)([O-])([O-])F fluorophosphate sodium oxygen